N-(5-tert-butyl-2-methyl-pyrazol-3-yl)-6-(7-methylimidazo[1,2-a]pyridine-3-carbonyl)-5,7-dihydro-4H-thieno[2,3-c]pyridine-3-carboxamide C(C)(C)(C)C=1C=C(N(N1)C)NC(=O)C1=CSC=2CN(CCC21)C(=O)C2=CN=C1N2C=CC(=C1)C